CC1(N(CCC1)CCNC(C1=CN=C(C(=C1)NC1=NN(C=2C=3N(N=CC21)C=C(C3)C3=CC(=NC=C3)CO)C)C)=O)C N-(2-(2,2-dimethylpyrrolidin-1-yl)ethyl)-5-((8-(2-(hydroxymethyl)pyridin-4-yl)-1-methyl-1H-pyrazolo[3,4-d]pyrrolo[1,2-b]pyridazin-3-yl)amino)-6-methylnicotinamide